N[C@@H](CC(=O)O)C(=O)O.N[C@@H](CC(=O)O)C(=O)O L-aspartic acid (aspartate)